C1(=CC=CC=C1)C(C(C1=CC=CC=C1)=O)(O)C1=CC=CC=C1 alpha-phenyl-benzoin